2-(4-bromophenyl)-5-methyl-1,2,3-triazole-4-carboxylic acid BrC1=CC=C(C=C1)N1N=C(C(=N1)C(=O)O)C